3-(1,2,3,5,6,7-hexahydro-s-indacen-4-yl)-1-[(1-methyl-1H-pyrazol-4-yl)(1-methylazepan-4-yl)sulfamoyl]urea Sodium Salt [Na].C1CCC2=C(C=3CCCC3C=C12)NC(NS(N(C1CCN(CCC1)C)C=1C=NN(C1)C)(=O)=O)=O